6-chloro-7-(2-fluorophenyl)-1-(4-methyl-2-(2-propanyl)-3-pyridinyl)-4-((2S)-2-methyl-4-(2-propenoyl)-1-piperazinyl)pyrido[2,3-d]pyrimidin-2(1H)-one ClC1=CC2=C(N(C(N=C2N2[C@H](CN(CC2)C(C=C)=O)C)=O)C=2C(=NC=CC2C)C(C)C)N=C1C1=C(C=CC=C1)F